BrCC1=CC=C(C(=O)OC)C=C1 methyl 4-(bromomethyl)benzoate